2-bromo-5-methoxy-N,N-dimethylbenzamide BrC1=C(C(=O)N(C)C)C=C(C=C1)OC